6-(4-chlorobenzyl)-2-(pyridin-2-yl)-9-((R)-tetrahydrofuran-3-yl)-2,6,9-triazaspiro[4.5]decane-7,10-dione ClC1=CC=C(CN2C3(CCN(C3)C3=NC=CC=C3)C(N(CC2=O)[C@H]2COCC2)=O)C=C1